OC1=C(C(=O)[C@@H]2[C@H](CC(=C[C@@H]2C=2C(=C3C([C@@]4([C@](OC3=CC2O)(C2=C(O4)C=C(C=C2)O)CC=C(C)C)O)=O)O)C)C2=C(C=C(C=C2)O)O)C=CC(=C1)O (5aR,10aS)-2-[(1S,5S,6R)-6-(2,4-dihydroxybenzoyl)-5-(2,4-dihydroxyphenyl)-3-methylcyclohex-2-en-1-yl]-1,3,8,10a-tetrahydroxy-5a-(3-methylbut-2-enyl)-[1]benzofuro[3,2-b]chromen-11-one